methyl 2-((4-((6-((4-cyano-2-fluorophenoxy) methyl) pyridin-2-yl) oxy) piperidin-1-yl) methyl)-1-((1-ethyl-1H-pyrazol-5-yl) methyl)-1H-benzo[d]imidazole-6-carboxylate C(#N)C1=CC(=C(OCC2=CC=CC(=N2)OC2CCN(CC2)CC2=NC3=C(N2CC2=CC=NN2CC)C=C(C=C3)C(=O)OC)C=C1)F